pinyl isovalerate C(CC(C)C)(=O)OC12C(CCC(C1(C)C)C2)C